NC1=NC=NN2C1=C(C=C2C=2C=CC(=C(C(=O)N[C@@H]1CN(C[C@@H]1F)C(=O)C1CCC(CC1)(F)F)C2)CC)C(F)(F)F 5-[4-amino-5-(trifluoromethyl)pyrrolo[2,1-f][1,2,4]triazin-7-yl]-N-[(3R,4S)-1-(4,4-difluorocyclohexanecarbonyl)-4-fluoropyrrolidin-3-yl]-2-ethylbenzamide